1-(methoxymethyl)-3,8-diazabicyclo[3.2.1]octane-8-carboxylate COCC12CNCC(CC1)N2C(=O)[O-]